boron lithium sodium [Na].[Li].[B]